ClCC1=CC(=C(C=C1)C=1C(=CC=CC1)S(=O)(=O)N(COC)C1=NOC(=C1C)C)COCC 4'-(chloromethyl)-N-(4,5-dimethylisoxazol-3-yl)-2'-(ethoxymethyl)-N-(methoxymethyl)-[1,1'-biphenyl]-2-sulfonamide